COC1=C(C=C2C=CC(NC2=C1)=O)C 7-Methoxy-6-methylquinolin-2(1H)-one